(S)-2-(6-(ethylamino)-4-(3-methyl-1-(4-methyl-4H-1,2,4-triazol-3-yl)cyclobutyl)pyridin-2-yl)-6-((3-methylpiperidin-1-yl)methyl)-4-(trifluoromethyl)isoindol-1-one C(C)NC1=CC(=CC(=N1)N1C(C2=CC(=CC(=C2C1)C(F)(F)F)CN1C[C@H](CCC1)C)=O)C1(CC(C1)C)C1=NN=CN1C